CC(C)C=1N2C(=NN1)C(CC2)CCO 2-(3-(propan-2-yl)-5H,6H,7H-pyrrolo[2,1-C][1,2,4]triazol-7-yl)ethan-1-ol